C(C)(C)(C)N1CC(C2=CC=CC=C12)(C)C 1-tert-butyl-3,3-dimethyl-indoline